C[C@H]1N(C[C@@H]([C@H]([C@@H]1O)O)O)C[C@@H]1CN(CC1)C=1C=NC=CC1 (2R,3R,4R,5S)-2-methyl-1-(((R)-1-(pyridin-3-yl)pyrrolidin-3-yl)methyl)piperidine-3,4,5-triol